(trans)-Ethyl 2-(4-(6-(2-chloro-3,4-difluorophenyl)-5-(ethoxycarbonyl)-2-(thiazol-2-yl)-3,6-dihydropyrimidin-4-yl)cyclohexyl)thiazole-4-carboxylate ClC1=C(C=CC(=C1F)F)C1C(=C(NC(=N1)C=1SC=CN1)[C@@H]1CC[C@H](CC1)C=1SC=C(N1)C(=O)OCC)C(=O)OCC